C(C)(C)(C)OC(=O)N1C=CC2=CC(=CC=C12)C=1C(=NC(=NC1)NC=1C=NN(C1)C)NC1=C(C=CC(=C1)N)F 5-{4-[(5-amino-2-fluorophenyl)amino]-2-[(1-methyl-1H-pyrazol-4-yl)amino]pyrimidin-5-yl}-1H-indole-1-carboxylic acid tert-butyl ester